C1=CC=CC=2C3=CC=CC=C3C(C12)COC(=O)NCCN(C(OC(C)(C)C)=O)C tert-butyl N-(2-((((9H-fluoren-9-yl)methoxy)carbonyl)amino)ethyl)-N-(methyl)carbamate